OC1CCC(CC1)N(CCCCCCC(C(=O)N(CCCCCCCCCC)CCCCCCCCCC)F)CCCCCCC(C(=O)N(CCCCCCCCCC)CCCCCCCCCC)F 8,8'-(((1S,4S)-4-hydroxycyclohex-yl)azanediyl)bis-(N,N-didecyl-2-fluorooctanamide)